tert-butyl (R)-4-(7-bromo-2,6-dichloro-8-fluoroquinazolin-4-yl)-2-methylpiperazin-1-carboxylate BrC1=C(C=C2C(=NC(=NC2=C1F)Cl)N1C[C@H](N(CC1)C(=O)OC(C)(C)C)C)Cl